Methyl(benzene) CC1=CC=CC=C1